4-methoxy-3,5-bis(trifluoromethyl)-1,1'-biphenyl COC1=C(C=C(C=C1C(F)(F)F)C1=CC=CC=C1)C(F)(F)F